FC1=C(C=CC(=C1)F)NC(=S)N 1-(2,4-difluorophenyl)thiourea